FCCN1CCC(CC1)NC1=CC=CC2=C1SC(=C2CC(F)(F)F)C#CCNC2=C(C=C(C=C2)S(=O)(=O)C)OC 1-(2-fluoroethyl)-N-(2-(3-((2-methoxy-4-(methyl-sulfonyl)phenyl)amino)prop-1-yn-1-yl)-3-(2,2,2-trifluoroethyl)benzo[b]thiophen-7-yl)piperidin-4-amine